C(N)(=O)C=1C(=NNC1NC1=CC=C(C=N1)OCCCCC(=O)O)C1=CC=C(C=C1)NS(=O)(=O)CC(F)(F)F 5-{[6-({4-Carbamoyl-3-[4-(2,2,2-trifluoroethanesulfonamido)phenyl]-1H-pyrazol-5-yl}amino)pyridin-3-yl]oxy}pentanoic acid